ClC=1C=C(C=CC1F)N(C(=O)N1CCOCC1)CC1=NC=C(C=C1)C=1OC(=NN1)C(F)F N-(3-chloro-4-fluorophenyl)-N-((5-(5-(difluoromethyl)-1,3,4-oxadiazol-2-yl)pyridin-2-yl)methyl)morpholine-4-carboxamide